5-[[5-(5-bromo-3-pyridyl)tetrazol-2-yl]methyl]-N-(2-carbamoyl-4-chloro-6-methyl-phenyl)-2-(3-chloro-2-pyridyl)pyrazole-3-carboxamide BrC=1C=C(C=NC1)C=1N=NN(N1)CC=1C=C(N(N1)C1=NC=CC=C1Cl)C(=O)NC1=C(C=C(C=C1C)Cl)C(N)=O